(4R)-7-bromo-4-methyl-1,2,3,4-tetrahydroisoquinoline BrC1=CC=C2[C@H](CNCC2=C1)C